F[C@@H]1[C@@H](C1)NC=1C2=C(N(C(N1)=O)C1=C(C=CC=C1)C)N=C(C=C2)C(F)(F)F 4-(((1R,2S)-2-fluorocyclopropyl)amino)-1-(o-tolyl)-7-(trifluoromethyl)pyrido-[2,3-d]pyrimidin-2(1H)-one